C1(=CC=CC=C1)C(C1=CC=CC=C1)=NC(C(=O)OC(C)(C)C)C([2H])([2H])[2H] tert-butyl 2-[(diphenylmethylidene)amino](3,3,3-2H3)propanoate